O1CCCC2CN(CCC21)CCCOC=2C(=C(C=CC2)C2=C(C(=CC=C2)C=2SC=1C=NCCC1N2)C)C 2-(3'-(3-(hexahydro-2H-pyrano[3,2-c]pyridin-6(7H)-yl)propoxy)-2,2'-dimethyl-[1,1'-biphenyl]-3-yl)-6,7-dihydrothiazolo[5,4-c]pyridin